((chloromethyl)phenylethyl)methyldimethoxysilane ClCC(C[Si](OC)(OC)C)C1=CC=CC=C1